6-(3,5-dichloro-2-fluoro-4-((5-isopropyl-1-methyl-6-oxo-1,6-dihydropyridazin-3-yl)oxy)phenyl)-1,2,4-triazine-3,5(2H,4H)-dione ClC=1C(=C(C=C(C1OC1=NN(C(C(=C1)C(C)C)=O)C)Cl)C=1C(NC(NN1)=O)=O)F